N[C@@H]1C=2C(=NC=CC2)CC12CCN(CC2)C2=CC=C1C(N(C(NC1=C2)=O)C2=C(C(=CC=C2)Cl)Cl)=O (S)-7-(5-amino-5,7-dihydro-spiro[cyclopenta[b]pyridin-6,4'-piperidin]-1'-yl)-3-(2,3-dichlorophenyl)quinazoline-2,4(1H,3H)-dione